CC1=NNC=C1 3-methyl-1H-pyrazol